8-chloro-5-fluoro-3,4-dihydroisoquinolin-1(2H)-one ClC=1C=CC(=C2CCNC(C12)=O)F